1-(bromomethyl)-4-methoxymethanesulfonylbenzene BrCC1=CC=C(C=C1)S(=O)(=O)COC